CN(CC=O)CC=1C=NC=CC1 2-[METHYL(PYRIDIN-3-YLMETHYL)AMINO]ACETALDEHYDE